4-[6-chloro-8-fluoro-2-[3-methyl-3-(methylamino)azetidin-1-yl]-4-piperazin-1-yl-quinazolin-7-yl]-1,3-benzothiazol-2-amine ClC=1C=C2C(=NC(=NC2=C(C1C1=CC=CC2=C1N=C(S2)N)F)N2CC(C2)(NC)C)N2CCNCC2